benzyl-N'-(trimethylsilylmethyl)ethane-1,2-diamine C(C1=CC=CC=C1)C(CNC[Si](C)(C)C)N